2-(N-Ethyl-N-((4,5-dihydro-1-methyl-4-oxo-1H-pyrazolo[3,4-d]pyrimidin-6-yl)methyl)amino)-N-(2,6-dichlorophenyl)-N-methylacetamide C(C)N(CC=1NC(C2=C(N1)N(N=C2)C)=O)CC(=O)N(C)C2=C(C=CC=C2Cl)Cl